ethyl N-[2-[4-[(1-methylbenzimidazol-2-yl)methyl]-piperazin-1-yl]-4-(trifluoromethyl)-phenyl]sulfonyl-carbamate CN1C(=NC2=C1C=CC=C2)CN2CCN(CC2)C2=C(C=CC(=C2)C(F)(F)F)S(=O)(=O)NC(OCC)=O